(S)-10-((5-chloro-2-((R)-hexahydropyrrolo[1,2-a]pyrazin-2(1H)-yl)pyrimidin-4-yl)amino)-2-cyclopropyl-3,3-difluoro-7-methyl-1,2,3,4-tetrahydro-[1,4]oxazepino[2,3-c]quinolin-6(7H)-one ClC=1C(=NC(=NC1)N1C[C@@H]2N(CC1)CCC2)NC2=CC=1C3=C(C(N(C1C=C2)C)=O)OCC([C@@H](N3)C3CC3)(F)F